tert-butyl [7-chloro-2-(methylsulfanyl)-4,5-dihydro-3H-1-benzazepin-4-yl]carbamate ClC=1C=CC2=C(CC(CC(=N2)SC)NC(OC(C)(C)C)=O)C1